ClC=1C=C(NC2(CCC3(C(CC4=CC=CC=C34)CCCSC3=CC=NC=C3)CC2)C(=O)OC)C=CC1 methyl (1r,4r)-4-(3-chloroanilino)-2'-{3-[(pyridin-4-yl)sulfanyl]propyl}-2',3'-dihydrospiro[cyclohexane-1,1'-indene]-4-carboxylate